O1C(=CC=C1)C1=C(N=C2N1C=C(C=C2)OC2=NC=CC=C2OCC(F)(F)F)C(=O)NC2(CCS(CC2)(=O)=O)C 3-(furan-2-yl)-N-(4-methyl-1,1-dioxidotetrahydro-2H-thiopyran-4-yl)-6-((3-(2,2,2-trifluoroethoxy)pyridin-2-yl)oxy)imidazo[1,2-a]pyridine-2-carboxamide